(6-(tert-butyl)pyridin-2-yl)boronic acid C(C)(C)(C)C1=CC=CC(=N1)B(O)O